N[C@H](C(=O)NCCS(=O)(=O)O)CC1=CC(=C(C=C1)OP(=O)(O)O)O 2-[[(2S)-2-amino-3-(3-hydroxy-4-phosphonooxyphenyl)propanoyl]amino]ethanesulfonic acid